4-(2-chloro-5-methyl-7-oxo-pyrido[2,3-d]pyrimidin-8(7H)-yl)cyclohexyl acetate C(C)(=O)OC1CCC(CC1)N1C(C=C(C2=C1N=C(N=C2)Cl)C)=O